6-(phenoxymethyl)-1H-pyrazolo[3,4-d]pyrimidin-4(5H)-one O(C1=CC=CC=C1)CC=1NC(C2=C(N1)NN=C2)=O